Ethyl 7-oxo-5-(4-(trifluoromethyl) phenyl)-4,7-dihydropyrazolo[1,5-a]pyrimidine-3-carboxylate O=C1C=C(NC=2N1N=CC2C(=O)OCC)C2=CC=C(C=C2)C(F)(F)F